1-(3-((4-((3,4-dichlorophenyl)amino)-7-methoxyquinazolin-6-yl)oxy)azetidin-1-yl)prop-2-en-1-one ClC=1C=C(C=CC1Cl)NC1=NC=NC2=CC(=C(C=C12)OC1CN(C1)C(C=C)=O)OC